3,7-diazabicyclo[3.3.1]nonane-3-carboxylate C12CN(CC(CNC1)C2)C(=O)[O-]